C(=O)(OC(C)(C)C)N(C1=CC=C(C(=O)O)C=C1)C 4-(N-Boc-methylamino)benzoic acid